C(C)(=O)C1CN(C1)C1=C(C=NC=C1C(=O)NC12CC(C1)C2)C2=CC(=CC(=C2)F)F 4-(3-acetylazetidin-1-yl)-N-(bicyclo[1.1.1]pentan-1-yl)-5-(3,5-difluorophenyl)nicotinamide